5-(2,2-difluorocyclopropyl)-2-(4-fluoro-2-methylphenoxy)-4-(trifluoromethyl)benzoic acid FC1(C(C1)C=1C(=CC(=C(C(=O)O)C1)OC1=C(C=C(C=C1)F)C)C(F)(F)F)F